1,2,4-O-trinonanoyl-sorbitol C(CCCCCCCC)(=O)C(O)[C@](O)([C@@H](O)[C@H](OC(CCCCCCCC)=O)[C@H](O)CO)C(CCCCCCCC)=O